C(C)C=1C=CC=2NC3=CC=CC=C3OC2C1 3-ethyl-phenoxazine